9-(cyanophenyl)acridine C(#N)C1=C(C=CC=C1)C=1C2=CC=CC=C2N=C2C=CC=CC12